benzophenone imine C(C1=CC=CC=C1)(C1=CC=CC=C1)=N